17α-hydroxy-11-methylene-18-methylestr-4-en-3-one O[C@H]1[C@]2(CC)[C@@H](CC1)[C@@H]1CCC3=CC(CC[C@@H]3[C@H]1C(C2)=C)=O